decafluoroundecyl-ammonium FC(C(C(C(F)(F)[NH3+])(F)F)(F)F)CCCCCCC(F)(F)F